C(C)(C)N1N=C(C=C1C1CC(CC1)=O)C=1C=NC(=CC1)C(F)(F)F 3-(1-Isopropyl-3-(6-(trifluoromethyl)pyridin-3-yl)-1H-pyrazol-5-yl)cyclopentanone